(2S)-N-(2-methoxyethyl)-2-methyl-4-[4-{[1-(propan-2-yl)-1H-pyrazolo[4,3-c]pyridin-6-yl]amino}-6-(pyrrolidin-1-yl)pyrimidin-2-yl]piperazine-1-carboxamide COCCNC(=O)N1[C@H](CN(CC1)C1=NC(=CC(=N1)NC1=CC2=C(C=N1)C=NN2C(C)C)N2CCCC2)C